COC1CC(C1)(C1=NN=CN1C)C=1C=C(C=CC1)N1C(C2=C(C(=C1)C(F)(F)F)C=C(N2)CN2C[C@H](CCC2)C)=O 6-[3-[3-methoxy-1-(4-methyl-1,2,4-triazol-3-yl)cyclobutyl]phenyl]-2-[[(3S)-3-methyl-1-piperidinyl]methyl]-4-(trifluoromethyl)-1H-pyrrolo[2,3-c]pyridin-7-one